N-(5-(3-(Dimethylamino)-7'-fluoro-3'-methyl-2'-oxo-2',3'-dihydrospiro[cyclobutane-1,1'-pyrrolo[2,3-c]quinolin]-8'-yl)-2-(2-(isopropylamino)ethoxy)pyridin-3-yl)methanesulfonamide CN(C1CC2(C(N(C=3C=NC=4C=C(C(=CC4C32)C=3C=C(C(=NC3)OCCNC(C)C)NS(=O)(=O)C)F)C)=O)C1)C